(3S,6R)-6-{5-[(2,2-difluoro-cyclobutyl)methoxy]-1,3,4-oxadiazol-2-yl}piperidin FC1(C(CC1)COC1=NN=C(O1)[C@H]1CCCCN1)F